N-(4-(1,7-dimethyl-1H-indol-3-yl)-5-(trifluoromethyl)pyrimidin-2-yl)-1-(2-(dimethylamino)ethyl)-2-methyl-1H-benzo[d]imidazol-5-amine CN1C=C(C2=CC=CC(=C12)C)C1=NC(=NC=C1C(F)(F)F)NC1=CC2=C(N(C(=N2)C)CCN(C)C)C=C1